Cl.NNC(=N)N 1-Aminoguanidine hydrochloride